5-(3-fluoro-4-(methoxycarbonyl)phenyl)-3,6-dihydropyridine FC=1C=C(C=CC1C(=O)OC)C1=CCC=NC1